6-((2S,3R)-3-methoxy-2-methylazetidin-1-yl)quinoline-4-carboxylic acid CO[C@H]1[C@@H](N(C1)C=1C=C2C(=CC=NC2=CC1)C(=O)O)C